1-(3-(2-((S)-2-methylazetidin-1-yl)-6,7-dihydro-5H-cyclopenta[d]pyrimidin-4-yl)phenyl)bicyclo[2.1.1]hexane-5-carboxylic acid C[C@@H]1N(CC1)C=1N=C(C2=C(N1)CCC2)C=2C=C(C=CC2)C21CCC(C2C(=O)O)C1